tert-butyl (1-oxo-1-(4-((4-(1-propyl-1H-pyrazol-4-yl)-7-tosyl-7H-pyrrolo[2,3-d]pyrimidin-2-yl)amino)phenyl)-5,8,11-trioxa-2-azatridecan-13-yl)carbamate O=C(NCCOCCOCCOCCNC(OC(C)(C)C)=O)C1=CC=C(C=C1)NC=1N=C(C2=C(N1)N(C=C2)S(=O)(=O)C2=CC=C(C)C=C2)C=2C=NN(C2)CCC